BrC=1C(NC(C1Br)=O)=O 3,4-dibromo-1H-pyrrole-2,5-dione